C(CC#C)C1(CCC2(OCCO2)CC1)C1=CC=CC=C1 8-(But-3-yn-1-yl)-8-phenyl-1,4-dioxaspiro[4.5]decane